FC(C)(F)C1=C(O[C@H](C(=O)OC)C)C=CC(=C1)C#C[Si](C)(C)C methyl (S)-2-(2-(1,1-difluoroethyl)-4-((trimethylsilyl)ethynyl)phenoxy)propanoate